(S)-tert-butyl 2-(benzo[d]oxazole-2-carbonyl)pyrrolidine-1-carboxylate O1C(=NC2=C1C=CC=C2)C(=O)[C@H]2N(CCC2)C(=O)OC(C)(C)C